3-(pyridin-2-yl)phenol N1=C(C=CC=C1)C=1C=C(C=CC1)O